BrC1=CC2=C(N(C1=O)C1=CC=C(C=C1)C#C[Si](C)(C)C)N=C(S2)OCC 6-Bromo-2-ethoxy-4-(4-((trimethylsilyl)ethynyl)phenyl)thiazolo[4,5-b]pyridin-5(4H)-one